N(=NC(C(=O)OC)(CC)C)C(C(=O)OC)(CC)C dimethyl 2,2'-azobis(2-methylbutyrate)